O=C1NC(CC[C@@H]1N1C(C2=CC=C(C=C2C1)O[C@@H]1CN(C[C@H]1COC)CC=1C=C2C=CC(=NC2=C(C1)F)C(=O)N(C)C)=O)=O 6-{[(3S,4S)-3-({2-[(3S)-2,6-dioxopiperidin-3-yl]-1-oxo-2,3-dihydro-1H-isoindol-5-yl}oxy)-4-(methoxymethyl)pyrrolidin-1-yl]methyl}-8-fluoro-N,N-dimethylquinoline-2-carboxamide